FC1(CN(CC1)S(=O)(=O)C=1C=C(C=CC1)C1=CC=CC=2N(N=NC21)C/C(=C/CN)/F)F (Z)-4-(4-(3-((3,3-difluoropyrrolidin-1-yl)sulfonyl)phenyl)-1H-benzo[d][1,2,3]triazol-1-yl)-3-fluorobut-2-en-1-amine